(8-methyl-8-azabicyclo[3.2.1]oct-3-yl)-2,3-dihydro-3,3-dimethyl-indole-1-carboxamide CN1C2CC(CC1CC2)C2N(C1=CC=CC=C1C2(C)C)C(=O)N